3-(5-((5-(4-(4-(7-hydroxy-3-phenylchroman-4-yl)phenyl)piperazin-1-yl)pentyl)oxy)-1-oxoisoindolin-2-yl)piperidine-2,6-dione OC1=CC=C2C(C(COC2=C1)C1=CC=CC=C1)C1=CC=C(C=C1)N1CCN(CC1)CCCCCOC=1C=C2CN(C(C2=CC1)=O)C1C(NC(CC1)=O)=O